(1R,2R)-N-(1-Cyano-4-(6-(1-hydroxybutyl)-4-methylpyridin-3-yl)imidazo[1,2-a][1,6]naphthyridin-8-yl)-2-fluorocyclopropane-1-carboxamide C(#N)C1=CN=C2N1C1=CC(=NC=C1C=C2C=2C=NC(=CC2C)C(CCC)O)NC(=O)[C@@H]2[C@@H](C2)F